BrC1=CC(N(C=C1)CCC(C)C)=O 4-Bromo-1-isopentylpyridin-2(1H)-one